Cl.O=C1NC(CCC1N1C(C2=CC=CC(=C2C1=O)NCCOCCOCCOCCOCCN1CCNCC1)=O)=O 2-(2,6-dioxopiperidin-3-yl)-4-[15-(piperazin-1-yl)-4,7,10,13-tetraoxa-1-azapentadecan-1-yl]-2,3-dihydro-1H-isoindole-1,3-dione hydrochloride